2,2,2-trichloroethyl (3-fluoro-1,2,3,5,6,7-hexahydrodicyclopenta[b,e]pyridin-8-yl)carbamate FC1CCC=2C1=NC1=C(C2NC(OCC(Cl)(Cl)Cl)=O)CCC1